ClC=1C(=C(CN2[C@@H](CC(CC2)(C(=O)O)CC2=NC(=CC=C2F)NC2=NNC(=C2)C)CC)C(=CC1)C)F (2R)-1-(3-chloro-2-fluoro-6-methylbenzyl)-2-ethyl-4-((3-fluoro-6-((5-methyl-1H-pyrazol-3-yl)amino)pyridin-2-yl)methyl)piperidine-4-carboxylic acid